2-isothiocyanatoquinoline-6-carbonitrile N(=C=S)C1=NC2=CC=C(C=C2C=C1)C#N